N1(NNC=C1)CC(=O)O (2H-1,2,3-triazol-1-yl)acetic acid